(S)-3-amino-4,4-dimethyl-valeric acid methyl ester hydrochloride Cl.COC(C[C@@H](C(C)(C)C)N)=O